(cis)-tert-butyl 4-((S*)-4-(benzyloxy)-2-fluoro-3,3-dimethyl-4-oxobutyl)-3,3-difluorohexahydropyrrolo[3,2-b]pyrrole-1(2H)-carboxylate C(C1=CC=CC=C1)OC(C([C@@H](CN1CC[C@@H]2N(CC([C@@H]21)(F)F)C(=O)OC(C)(C)C)F)(C)C)=O |o1:10|